CC=1C=C(C=C(C1)C)C1=NC=CC2=CC(=CC=C12)C(C)C 1-(3,5-dimethylphenyl)-6-isopropylisoquinoline